(S)-4-(4-(pyrrolidin-3-ylmethoxy)-1H-indazol-6-yl)phenol HCl salt Cl.N1C[C@H](CC1)COC1=C2C=NNC2=CC(=C1)C1=CC=C(C=C1)O